C(C)C(COC(C=C)=O)CCCC.C(CCCCCCCCCCC)OC(C=C)=O.C(C=C)(=O)OCCCCCCCCCCCCCCCCCC Stearyl Acrylate Lauryl-Acrylate 2-Ethylhexyl-acrylate